2-(2-(cyclopropanesulfonamido)thiazol-4-yl)-2-methyl-N-(4-(pyridazin-4-yl)phenyl)propanamide C1(CC1)S(=O)(=O)NC=1SC=C(N1)C(C(=O)NC1=CC=C(C=C1)C1=CN=NC=C1)(C)C